Tert-Butyl N-[(Z)-4-(4-bromobenzotriazol-1-yl)-3-fluoro-but-2-enyl]carbamate BrC1=CC=CC=2N(N=NC21)C/C(=C/CNC(OC(C)(C)C)=O)/F